1H-benzo[d][1,2,3]triazole-1-carboximidamide N1(N=NC2=C1C=CC=C2)C(N)=N